C(C)OC(CCC(=O)C1=NC(=CC(=C1O)Br)CC1=CC(=CC=C1)F)=O 4-[4-Bromo-3-hydroxy-6-(3-fluoro-benzyl)-pyridin-2-yl]-4-oxo-butyric acid ethyl ester